5-chloro-1-(tetrahydro-2H-pyran-4-yl)-1H-[1,2,3]triazolo[4,5-b]pyridine ClC1=CC=C2C(=N1)N=NN2C2CCOCC2